C(C=C)C1=CC(=C(C(=C1)OC)O)N1N=C2C(=N1)C=CC(=C2)Cl 4-allyl-2-(5-chloro-2H-benzo[d][1,2,3]-triazol-2-yl)-6-methoxyphenol